(1-(tert-butoxycarbonyl)-5-methoxy-1H-indol-3-yl)-N,N-dimethylethane-1-amine C(C)(C)(C)OC(=O)N1C=C(C2=CC(=CC=C12)OC)C(C)N(C)C